N-(2-bromophenyl)thiothiophene-2-formamide tert-butyl-1-(4-(benzyloxy)-2-hydroxy-3,3-dimethyl-4-oxobutyl)-6,6-difluorotetrahydro-1H-pyrrolo[3,2-c]isoxazole-4(5H)-carboxylate C(C)(C)(C)OC(=O)N1CC(C2N(OCC21)CC(C(C(=O)OCC2=CC=CC=C2)(C)C)O)(F)F.BrC2=C(C=CC=C2)SNC(=O)C=2SC=CC2